Trans-2-(1-(4-chloro-3-cyanobenzyl)-5-(4-(trifluoromethyl)phenyl)piperidin-3-yl)acetic acid ClC1=C(C=C(CN2C[C@H](C[C@@H](C2)C2=CC=C(C=C2)C(F)(F)F)CC(=O)O)C=C1)C#N